N1(N=CC=C1)[C@H]1[C@@H](CC1)C=1NC(C2=C(N1)N(N=C2C#N)[C@@H](C)C=2C=NC(=CC2)C(F)(F)F)=O 6-((1R,2R)-2-(1H-Pyrazol-1-yl)cyclobutyl)-4-oxo-1-((S)-1-(6-(trifluoromethyl)pyridin-3-yl)ethyl)-4,5-dihydro-1H-pyrazolo[3,4-d]pyrimidin-3-carbonitril